OC1=C(C=C(C=C1)CCCCCCCCCCC)N1N=C2C(=N1)C=CC=C2 2-(2-hydroxy-5-undecylphenyl)benzotriazole